CN(C=1C=C(C=CC1)C(C(F)(F)F)=O)C 1-(3-(Dimethylamino)phenyl)-2,2,2-tri-fluoroethan-1-on